3-(2-(5-((4-methylpyridin-2-yl)amino)pentanoylamino)acetylamino)propanoic acid CC1=CC(=NC=C1)NCCCCC(=O)NCC(=O)NCCC(=O)O